N-(5-(3-(4-chlorophenyl)cyclobutyl)-1,3,4-thiadiazol-2-yl)-3-(2-methoxyphenyl)pyridine-4-carboxamide ClC1=CC=C(C=C1)C1CC(C1)C1=NN=C(S1)NC(=O)C1=C(C=NC=C1)C1=C(C=CC=C1)OC